C(CCO)O 1,3-Propylenglycol